Tert-butyl (2R)-2-(1,3-oxazol-5-yl)pyrrolidine-1-carboxylate O1C=NC=C1[C@@H]1N(CCC1)C(=O)OC(C)(C)C